N-cyclopropyl-5-[5-(3,5-dichloro-4-fluorophenyl)-4,5-dihydro-5-(trifluoromethyl)-3-isoxazolyl]-2-oxo-2H-1-benzopyran-8-carboxamide C1(CC1)NC(=O)C1=CC=C(C=2C=CC(OC21)=O)C2=NOC(C2)(C(F)(F)F)C2=CC(=C(C(=C2)Cl)F)Cl